C(C[C@@H](C(=S)O)N)SSCC[C@@H](C(=O)O)N thiohomocystine